C(C)(C)(C)OC(=O)N1CC(NCC1)(C)C 3,3-dimethyl-piperazine-1-carboxylic acid tert-butyl ester